2-(tert-butyl)-4-methyl-5-hexahydro-5H-chromen-one C(C)(C)(C)C1OC2=CCCC(C2C(C1)C)=O